[(1-benzylcyclobutyl)methyl](methyl)amine C(C1=CC=CC=C1)C1(CCC1)CNC